O1C(CCCC1)N1N=CC2=C(C=C(C=C12)C1=CN=NS1)N[C@@H](COCCCCNC(OCC1=CC=CC=C1)=O)C benzyl (4-((2R)-2-((1-(tetrahydro-2H-pyran-2-yl)-6-(1,2,3-thiadiazol-5-yl)-1H-indazol-4-yl)amino)propoxy)butyl)carbamate